C(CCCCC)C(CC(=O)OCCCCCC(CCCCCOC(CN(C)C(CC(CCCCCCCC)CCCCCC)=O)=O)N(C)CCO)CCCCCCCC 11-((N-(3-Hexylundecanoyl)-N-methylglycyl)oxy)-6-((2-hydroxyethyl)(methyl)-amino)-undecyl 3-hexylundecanoate